1'-(6-amino-5-((2-amino-3-chloro-pyridin-4-yl)thio)pyrazin-2-yl)-4-methoxy-1,3-dihydrospiro[indene-2,4'-piperidin]-1-amine NC1=C(N=CC(=N1)N1CCC2(CC1)C(C1=CC=CC(=C1C2)OC)N)SC2=C(C(=NC=C2)N)Cl